N-[dichloro(fluoro)methyl]sulfanyl-N-(dimethylsulfamoyl)aniline ClC(F)(Cl)SN(C1=CC=CC=C1)S(N(C)C)(=O)=O